2-(biphenyl-4-yl)-6-chloro-4-(3'-cyano-biphenyl-4-yl)-benzoxazole C1(=CC=C(C=C1)C=1OC2=C(N1)C(=CC(=C2)Cl)C2=CC=C(C=C2)C2=CC(=CC=C2)C#N)C2=CC=CC=C2